trichloroethane phosphate P(=O)(O)(O)O.ClC(C)(Cl)Cl